FC([C@@H](OC1=NN(C2=NN=C(C=C21)C=2C(NC(NC2)=O)=O)C)C2=NC=C(C(=C2)OCC(F)(F)F)F)F 5-[3-[(1S)-2,2-difluoro-1-[5-fluoro-4-(2,2,2-trifluoroethoxy)-2-pyridyl]ethoxy]-1-methyl-pyrazolo[3,4-c]pyridazin-5-yl]-1H-pyrimidine-2,4-dione